(isobutyl-cyclopentadienyl)tris(diethylamino)titanium C(C(C)C)C1(C=CC=C1)[Ti](N(CC)CC)(N(CC)CC)N(CC)CC